1-((6-cyclopropyl-2-((1,3-dioxoisoindolin-2-yl)methyl)imidazo[1,2-a]pyridin-8-yl)amino)cyclopropane-1-carboxylic acid C1(CC1)C=1C=C(C=2N(C1)C=C(N2)CN2C(C1=CC=CC=C1C2=O)=O)NC2(CC2)C(=O)O